C[Si]([N-][Si](C)(C)C)(C)C.[Li+].C(C)(C)[N-]C(C)C.[Li+] lithium diisopropylamide lithium hexamethyldisilazide